C(C)(C)(C)[C@H]1N2C(C=3N(C1)N=C(C3Cl)OCCCOC)CC(C(=C2)C(=O)OCC)=O (6R)-ethyl 6-(tert-butyl)-1-chloro-2-(3-methoxypropoxy)-10-oxo-6,10,11,11a-tetrahydro-5H-pyrazolo[1,5-a]pyrido[2,1-c]pyrazine-9-carboxylate